CO[C@@H]1CN(CC1)CCCS(=O)(=O)N1CCC(CC1)NC1=NC=C(C(=N1)C=1C=NN(C1)CC(C)(O)C)C(F)(F)F (S)-1-(4-(2-((1-((3-(3-Methoxypyrrolidin-1-yl)propyl)sulfonyl)piperidin-4-yl)amino)-5-(trifluoromethyl)pyrimidin-4-yl)-1H-pyrazol-1-yl)-2-methylpropan-2-ol